2-aminoterephthalate NC1=C(C(=O)[O-])C=CC(=C1)C(=O)[O-]